C1(CC1)C1=NC=C(C=N1)C(C)O 1-(2-cyclopropylpyrimidin-5-yl)ethan-1-ol